FC1(C(CN(CC1)C=1C(=NC2=CC(=C(C=C2N1)F)F)C(=O)N)C)F 3-(4,4-difluoro-3-methylpiperidin-1-yl)-6,7-difluoroquinoxaline-2-carboxamide